chromium-tungsten [W].[Cr]